6-chloro-1-methyl-1H-imidazo[4,5-c]pyridine ClC1=CC2=C(C=N1)N=CN2C